ClC1=C(C(=NN1C)C)/C=C(\CC1SCCCS1)/C1=CC=CC=C1 (E)-3-(5-Chloro-1,3-dimethyl-1H-pyrazol-4-yl)-1-(1,3-dithian-2-yl)-2-phenyl-prop-2-en